O1CCN(CC1)NC([S-])=S morpholino-dithiocarbamate